tert-butyl 3-(3-(4-(bromomethyl)phenyl)bicyclo[1.1.1]pentan-1-yl)isoxazole-5-carboxylate BrCC1=CC=C(C=C1)C12CC(C1)(C2)C2=NOC(=C2)C(=O)OC(C)(C)C